C(CNC(=O)C1=CC=CC=C1)(=O)O.C(CNC(=O)C1=CC=CC=C1)(=O)O.CC1(C(N(C2=CC=CC=C12)C1CCN(CC1)C([C@H](CCC1=CC=CC=C1)NC(=O)[C@H]1CNCCC1)=O)=O)C (R)-N-((S)-1-(4-(3,3-dimethyl-2-oxoindol-1-yl)piperidin-1-yl)-1-oxo-4-phenylbutan-2-yl)piperidine-3-carboxamide hippurate (hippurate)